1-[bis(dimethyl-amino)-methylene]-1H-1,2,3-triazolo[4,5-b]pyridinium-3-oxide CN(C)C(=[N+]1N=[N+](C2=NC=CC=C21)[O-])N(C)C